5-chloro-2-[(6,8-dichloro-3-thiomorpholinylsulfonyl-4-quinolinyl)amino]benzoic acid ClC=1C=CC(=C(C(=O)O)C1)NC1=C(C=NC2=C(C=C(C=C12)Cl)Cl)S(=O)(=O)N1CCSCC1